BrC=1C=C2C=CN(C2=CC1C)C1CCN(CC1)C(=O)OCCCC Butyl 4-(5-bromo-6-methyl-1H-indol-1-yl)piperidine-1-carboxylate